C(C)(C)OCCNC1CN(CC1)C1=CC(=C2C(=N1)C(=CS2)C(=O)NC)C(F)(F)F 5-[3-(2-isopropoxyethylamino)pyrrolidin-1-yl]-N-methyl-7-(trifluoromethyl)thieno[3,2-b]pyridine-3-carboxamide